2-Chloro-6-(pyrrolidin-1-yl)pyrimidine-4-carboxylic acid methyl ester COC(=O)C1=NC(=NC(=C1)N1CCCC1)Cl